tert-Butyl 3-fluoro-4-[(6-nitrothieno[3,2-b]pyridin-7-yl)amino]piperidine-1-carboxylate FC1CN(CCC1NC1=C2C(=NC=C1[N+](=O)[O-])C=CS2)C(=O)OC(C)(C)C